O[C@H]1[C@H](O)[C@H](O)[C@@H](O)[C@@H](O1)C alpha-L-rhamnopyranose